C(C)[SiH](Cl)CC Diethyl-chlorosilan